Ammonium 5-{4-[(1-{[4-(propan-2-yl)phenyl]carbamoyl}-D-prolyl)amino]phenyl}pyridine-2-carboxylate CC(C)C1=CC=C(C=C1)NC(=O)N1[C@H](CCC1)C(=O)NC1=CC=C(C=C1)C=1C=CC(=NC1)C(=O)[O-].[NH4+]